C12CN(CC(CC1)O2)CC2(CC2)C(=O)OCC ethyl 1-((8-oxa-3-azabicyclo[3.2.1]octan-3-yl)methyl)cyclopropane-1-carboxylate